5-(2-fluorocyclopropyl)isoxazole-3-carboxylic acid FC1C(C1)C1=CC(=NO1)C(=O)O